O1CCC2=C1C=CC(=C2)C2(C(NC1=C(C(=CC=C21)F)F)=O)C2=CC=C(C=C2)O 3-(2,3-dihydrobenzofuran-5-yl)-6,7-difluoro-3-(4-hydroxyphenyl)indol-2-one